(3-Methoxy-4-((4-(methylamino)-3-(trifluoromethyl)-1H-pyrrolo[2,3-b]pyridin-6-yl)amino)phenyl)(4-(4-methylpiperazin-1-yl)piperidin-1-yl)methanon COC=1C=C(C=CC1NC1=CC(=C2C(=N1)NC=C2C(F)(F)F)NC)C(=O)N2CCC(CC2)N2CCN(CC2)C